(2R)-1-(benzyloxy)-1-oxopropan-2-yl (2R)-2-[[(tert-butoxy)carbonyl](methyl)amino]-4-methylpentanoate C(C)(C)(C)OC(=O)N([C@@H](C(=O)O[C@@H](C(=O)OCC1=CC=CC=C1)C)CC(C)C)C